N-(3-fluoro-4-(1-ethyl-6-(1H-pyrazol-4-yl)-1H-indazol-5-yloxy)phenyl)-1-(4-fluorophenyl)-6-chloro-2-oxo-1,2-dihydropyridine-3-carboxamide FC=1C=C(C=CC1OC=1C=C2C=NN(C2=CC1C=1C=NNC1)CC)NC(=O)C=1C(N(C(=CC1)Cl)C1=CC=C(C=C1)F)=O